5-(2-(((1-aminocyclohexyl)methyl)amino)-2-oxoacetyl)-N-(4-fluoro-3-methylphenyl)-1,2,4-trimethyl-1H-pyrrole-3-carboxamide NC1(CCCCC1)CNC(C(=O)C1=C(C(=C(N1C)C)C(=O)NC1=CC(=C(C=C1)F)C)C)=O